C(C)OC(=O)C1=CC2=C(N1)C=CO2 4H-Furano[3,2-b]pyrrole-5-carboxylic acid ethyl ester